OC(C(=O)NC=1SC(=C(N1)C)CC(C)C)=CNC1=NC=CC2=CC=C(C=C12)C1=NOC(=N1)C (R)-2-hydroxy-N-(5-isobutyl-4-methylthiazol-2-yl)-3-((7-(5-methyl-1,2,4-oxadiazol-3-yl)isoquinolin-1-yl)amino)acrylamide